C(#N)C1=C(C=C(C=C1)NC(=O)[C@]12[C@H]3C[C@@H]([C@@H]([C@@]2(C1)C1=CC(=NC=C1)OC)O3)O)C(F)(F)F |r| rac-(1r,2r,4s,5r,6s)-N-(4-cyano-3-(trifluoromethyl)phenyl)-6-hydroxy-4-(2-methoxypyridin-4-yl)-8-oxatricyclo[3.2.1.02,4]octane-2-carboxamide